(2R,4S)-1-cyano-N-[2-[(4,4-difluorocyclohexyl)amino]-1-(5-fluoro-3-pyridyl)-2-oxo-ethyl]-4-(difluoromethoxy)-N-[4-(pentafluoro-λ6-sulfanyl)phenyl]pyrrolidine-2-carboxamide C(#N)N1[C@H](C[C@@H](C1)OC(F)F)C(=O)N(C1=CC=C(C=C1)S(F)(F)(F)(F)F)C(C(=O)NC1CCC(CC1)(F)F)C=1C=NC=C(C1)F